ammonium 2-sulfoterephthalate S(=O)(=O)(O)C1=C(C(=O)[O-])C=CC(=C1)C(=O)[O-].[NH4+].[NH4+]